C1(CC1)C=C(C(=O)NC)N1N=NC(=C1)C1=CC=CC=C1 3-cyclopropyl-N-methyl-2-(4-phenyl-1H-1,2,3-triazol-1-yl)propenamide